COC(C1=C(C=C(C=C1)C(Br)Br)OC)=O 4-(dibromomethyl)-2-methoxybenzoic acid methyl ester